ClC1=C(CC=2N(C(N(N2)C)=O)CC2CCCCCC2)C(=CC=C1)F 5-(2-chloro-6-fluorobenzyl)-4-(cycloheptylmethyl)-2-methyl-2,4-dihydro-3H-1,2,4-triazol-3-one